FC(C1(CC1)C=1C=CC(=NC1)C1=CC(=C2C=NC=NN21)F)F 7-(5-(1-(difluoromethyl)cyclopropyl)pyridin-2-yl)-5-fluoropyrrolo[2,1-f][1,2,4]triazin